ethoxytin ethoxide [O-]CC.C(C)O[Sn+3].[O-]CC.[O-]CC